FC(OC1=CC=C(CC=2SC3=C(N2)C=CC(=C3)C(=O)O)C=C1)(F)F 2-(4-(trifluoromethoxy)benzyl)benzo[d]thiazole-6-carboxylic acid